1-(p-vinylphenyl)-2-(m-vinylphenyl)ethane C(=C)C1=CC=C(C=C1)CCC1=CC(=CC=C1)C=C